C(#N)C=1C=C2C(=NC1)N(N=C2)C2=CC(=C(C=N2)C(=O)OC(C)(C)C)N[C@H](C)C#N tert-butyl 6-(5-cyanopyrazolo[3,4-b]pyridin-1-yl)-4-[[(1R)-1-cyanoethyl]amino]pyridine-3-carboxylate